C(C)(C)(C)C1=CC=C(C=C1)C=1C=2N(C3=CC=CC=C3N1)C=CN2 4-(4-(tert-butyl)phenyl)imidazo[1,2-a]quinoxalin